4-((4-amino-6-(4-aminophenyl)-1,3,5-triazin-2-yl)amino)-2-methylphenol NC1=NC(=NC(=N1)C1=CC=C(C=C1)N)NC1=CC(=C(C=C1)O)C